C(#N)C1=CC(=C(C=C1)C1C(=C(NC2=C(C=NC(=C12)OCC)C)C)C#N)OC 4-(4-cyano-2-methoxyphenyl)-5-ethoxy-2,8-dimethyl-1,4-dihydro-1,6-naphthyridine-3-carbonitrile